FC=1C=C2C(=CNC2=C(C1)F)CCCO 3-(5,7-difluoro-1H-indol-3-yl)propan-1-ol